(2S)-1-[(5-Chloro-6-{[(2-methylbiphenyl-3-yl)amino]carbonyl}pyridin-3-yl)methyl]piperidin ClC=1C=C(C=NC1C(=O)NC=1C(=C(C=CC1)C1=CC=CC=C1)C)CN1CCCCC1